BrC=1C=C(C=CC1OC)[C@@H](C)N[S@@](=O)C(C)(C)C (S)-N-[(1R)-1-(3-bromo-4-methoxy-phenyl)ethyl]-2-methyl-propane-2-sulfinamide